O=C1C=C(C=2C(=NC(=CC2)N2C(C3CC3C2)C(=O)OC)O1)C1=C(C=CC=C1)C methyl 3-(2-oxo-4-(o-tolyl)-2H-pyrano[2,3-b]pyridin-7-yl)-3-azabicyclo[3.1.0]hexane-2-carboxylate